C1(CC1)NC(C1=C(C=CC=C1)NC1=CC=C2C(=NN(C2=C1)C1OCCCC1)\C=C\C1=NC=C(C=C1)CN1CCCC1)=O N-cyclopropyl-2-[[3-[(trans)-2-[5-(pyrrolidin-1-ylmethyl)-2-pyridyl]vinyl]-1-tetrahydropyran-2-yl-indazol-6-yl]amino]benzamide